S1C=C(C=C1)C1C(CC=2OC3=C(C21)C=CC=C3)(C(=O)[O-])C(=O)[O-] 1-(thien-3-yl)-1,3-dihydro-2H-cyclopenta[b]benzofuran-2,2-dicarboxylate